C(#N)C=1C=NN2C1C(=CC(=C2)C=2C=NN(C2)C)C=2C=CC(=NC2)N2C[C@@H]1C([C@@H]1C2)NC(CC(C)C)=O N-((1R,5S,6s)-3-(5-(3-cyano-6-(1-methyl-1H-pyrazol-4-yl)pyrazolo[1,5-a]pyridin-4-yl)pyridin-2-yl)-3-azabicyclo[3.1.0]hexan-6-yl)-3-methylbutanamide